N1-(5-chloro-2-ethoxybenzyl)pentane-1,5-diamine ClC=1C=CC(=C(CNCCCCCN)C1)OCC